Ethyl 1H-imidazol-2-carboxylate N1C(=NC=C1)C(=O)OCC